4-(benzyloxy)tetrahydrofuran-3-ol C(C1=CC=CC=C1)OC1C(COC1)O